6-(4-((2S,6R)-4-acryloyl-6-(trifluoromethyl)morpholin-2-yl)-6-chloropyridin-2-yl)-N,2-dimethylpyrimidine-4-carboxamide C(C=C)(=O)N1C[C@@H](O[C@H](C1)C(F)(F)F)C1=CC(=NC(=C1)Cl)C1=CC(=NC(=N1)C)C(=O)NC